2-[3-(2-fluorophenyl)-1H-pyrazol-4-yl]-7-(4-isopropylpiperazin-1-yl)-1,5-naphthyridine FC1=C(C=CC=C1)C1=NNC=C1C1=NC2=CC(=CN=C2C=C1)N1CCN(CC1)C(C)C